ClC=1C=C(C=C(C1)Cl)C=1OC2=C(N1)C=CC(=C2)C(=O)NC2COCC2 2-(3,5-dichlorophenyl)-N-(tetrahydrofuran-3-yl)benzo[d]oxazole-6-carboxamide